1-(6-(5-(3-methyl-2-carbonyl-2,3-dihydrobenzo[d]thiazol-6-yl)pyridin-3-yl)-2,6-diazaspiro[3.3]heptane-2-carbonyl)cyclopropane-1-carbonitrile CN1C(SC2=C1C=CC(=C2)C=2C=C(C=NC2)N2CC1(CN(C1)C(=O)C1(CC1)C#N)C2)=C=O